N-tertiary butyl-2-cyano-3-methylindole C(C)(C)(C)N1C(=C(C2=CC=CC=C12)C)C#N